3-Isopropoxy-pyrazin C(C)(C)OC=1C=NC=CN1